(R)-N-[(5S)-1'-(7-bromo-6-methyl-pyrazolo[1,5-a]pyrazin-4-yl)-2-methoxy-spiro[5,7-dihydrocyclopenta[b]pyridine-6,4'-piperidine]-5-yl]-2-methyl-propane-2-sulfinamide BrC1=C(N=C(C=2N1N=CC2)N2CCC1(CC2)[C@@H](C=2C(=NC(=CC2)OC)C1)N[S@](=O)C(C)(C)C)C